N-(5-(4-((1-phenylethyl)amino)quinazolin-6-yl)-2-(trifluoromethyl)pyridin-3-yl)methanesulfonamide C1(=CC=CC=C1)C(C)NC1=NC=NC2=CC=C(C=C12)C=1C=C(C(=NC1)C(F)(F)F)NS(=O)(=O)C